Ethyl (2R,3R,3aR,11aS)-3-formyl-2-(tetrahydro-2H-pyran-2-yloxy)-1,2,3,3a,4,5,6,11a-octahydrobenzo[b]cyclopenta[g]oxocine-9-carboxylate C(=O)[C@H]1[C@@H](C[C@H]2[C@@H]1CCCC1=C(O2)C=C(C=C1)C(=O)OCC)OC1OCCCC1